Cl.N(C(=N)N)C1=CC=C(C(=O)OC=2C=C3CC(NC3=CC2)=O)C=C1 2-oxoindolin-5-yl 4-guanidinobenzoate hydrochloride